4-((5-methyl-4-((4-(4-methylpiperazin-1-yl)phenyl)amino)pyrimidin-2-yl)amino)benzoic acid CC=1C(=NC(=NC1)NC1=CC=C(C(=O)O)C=C1)NC1=CC=C(C=C1)N1CCN(CC1)C